FC(C1=NC(=NO1)C1=CC=C(C=C1)N1C=NC(=C1)CNC(C1=CC=CC=C1)=O)(F)F N-((1-(4-(5-(trifluoromethyl)-1,2,4-oxadiazol-3-yl)phenyl)-1H-imidazol-4-yl)methyl)benzamide